FC(C)(F)C1=NC(=CC(=N1)NC1=C(C=NC(=C1)NC(C)=O)C1=NC=C(C=C1)CN1CCCC1)CC N-(4'-((2-(1,1-difluoroethyl)-6-ethylpyrimidin-4-yl)amino)-5-(pyrrolidin-1-ylmethyl)-[2,3'-bipyridin]-6'-yl)acetamide